2-amino-N-((4-chloro-1-methyl-1H-pyrrol-2-yl)methyl)-3-methyl-N-((5-(trifluoromethyl)-2-pyridinyl)methyl)-6-quinolinecarboxamide NC1=NC2=CC=C(C=C2C=C1C)C(=O)N(CC1=NC=C(C=C1)C(F)(F)F)CC=1N(C=C(C1)Cl)C